FC=1C=C2C([C@H](CN3C2=C(C1F)C=C3)N(C)C)C (5R)-8,9-difluoro-N,N,6-trimethyl-5,6-dihydro-4H-pyrrolo[3,2,1-ij]quinolin-5-amine